C(C)(C)(C)N1N=C(C=C1NC=1C=C2CN(C(C2=CC1)=O)CC1=CC=C(C=C1)OC)[C@@H]1C[C@@H](CC1)O[Si](C)(C)C(C)(C)C 5-({1-tert-butyl-3-[(1S,3R)-3-[(tert-butyldimethylsilyl)oxy]cyclopentyl]-1H-pyrazol-5-yl}amino)-2-[(4-methoxyphenyl)methyl]-2,3-dihydro-1H-isoindol-1-one